C(#N)C(NC(=O)[C@@H]1[C@H]2C([C@H]2CN1)(C)C)C1=CN=CC2=CC=CC=C12 (1R,2S,5S)-N-[cyano(4-isoquinolyl)methyl]-6,6-dimethyl-3-azabicyclo[3.1.0]hexane-2-carboxamide